N1N=CC(=C1)C1=CC=C(C(=O)[O-])C=C1 4-(1H-pyrazole-4-yl)benzoate